ClC1=CC=C2C(=N1)N(C=C2S(=O)(=O)Cl)CC(C(=O)OC)F methyl 3-(6-chloro-3-(chlorosulfonyl)-1H-pyrrolo[2,3-b]pyridin-1-yl)-2-fluoropropanoate